(S)-2-(7-(difluoromethyl)-6-(1-methyl-1H-pyrazol-4-yl)-3,4-dihydroquinolin-1(2H)-yl)-N-methyl-6,7-dihydro-5H-cyclopenta[b]pyridine-7-carboxamide FC(C1=C(C=C2CCCN(C2=C1)C1=CC=C2C(=N1)[C@H](CC2)C(=O)NC)C=2C=NN(C2)C)F